1-(4-iodophenyl)piperidine-2,3-dione-4-carboxylic acid ethyl ester C(C)OC(=O)C1C(C(N(CC1)C1=CC=C(C=C1)I)=O)=O